sulfamoylornithine S(N)(=O)(=O)N[C@@H](CCCN)C(=O)O